5-carboxymethylaminomethyl-2-thiouridin C(=O)(O)CNCC=1C(NC(N([C@H]2[C@H](O)[C@H](O)[C@@H](CO)O2)C1)=S)=O